C1(=CC=CC=C1)C=1N(C=CC1C(=O)OCC)C(=O)OC(C)(C)C tert-butyl 3-ethyl 2-phenyl-1H-pyrrole-1,3-dicarboxylate